C(C)(=O)O[C@@H]1C[C@@H]2CC([C@H]3[C@H]4[C@](CC[C@@H]3[C@]2(CC1)C)([C@H](CC4)[C@H](C)CCCC(C)(C)O)C)=O (1R,3aS,3bR,5aR,7S,9aS,9bS,11aR)-1-[(2R)-6-Hydroxy-6-methylheptan-2-yl]-9a,11a-dimethyl-4-oxohexadecahydro-1H-cyclopenta[1,2-i]phenanthren-7-yl acetate